2,4-dihydroxybenzoic acid-N-(4-hydroxy-3-methoxybenzyl)amide mono-natrium salt [Na].OC1=C(C=C(CNC(C2=C(C=C(C=C2)O)O)=O)C=C1)OC